4-(2-cyclopropyl-6-(6-formyl-1-oxo-isoindolin-2-yl)pyridin-4-yl)-3-(4-methyl-4H-1,2,4-triazol-3-yl)benzonitrile C1(CC1)C1=NC(=CC(=C1)C1=C(C=C(C#N)C=C1)C1=NN=CN1C)N1C(C2=CC(=CC=C2C1)C=O)=O